ClC1=CC=C(C=C1)C1=CN=C2N1C=C(N=C2)C2=CC=C(C(=O)NCCCN(C)C)C=C2 4-[3-(4-chlorophenyl)imidazo[1,2-a]pyrazin-6-yl]-N-[3-(dimethylamino)propyl]benzamide